O=C1N(CCC(N1)=O)C1=C2C(=CN=C1)N(N=C2)C2CCN(CC2)CC2CCN(CC2)C2=CC=C(N=N2)C(=O)N 6-(4-((4-(4-(2,4-dioxotetrahydropyrimidin-1(2H)-yl)-1H-pyrazolo[3,4-c]pyridin-1-yl)piperidin-1-yl)methyl)piperidin-1-yl)pyridazine-3-carboxamide